benzyl-2-aminoethyl-3-aminopropyl-trimethoxysilane C(C1=CC=CC=C1)C(O[Si](OC)(OC)CCCN)CCN